Cl.C(C=C)=O prop-2-en-1-one hydrogen chloride